C(C)(C)(C)OC(=O)NCC#CC1=C(C=CC(=C1)F)NC1=C(C(=O)OC)C=C(C(=C1)F)C(F)(F)F Methyl 2-((2-(3-((tert-butoxycarbonyl)amino)prop-1-yn-1-yl)-4-fluorophenyl)-amino)-4-fluoro-5-(trifluoromethyl)benzoate